4,4-dimethyl-1-(1-(2,4,4-trimethylpentan-2-yl)-1H-tetrazol-5-yl)pentan-1-amine CC(CCC(N)C1=NN=NN1C(C)(CC(C)(C)C)C)(C)C